4-(4-iodophenyl)butanamide (2H-1,2,3-triazol-4-yl)methyl-(3-chloro-1-((3-chloro-4-fluorophenyl)carbamoyl)-2-methyl-4,5,6,7-tetrahydro-2H-isoindol-4-yl)carbamate N=1NN=C(C1)CN(C(O)=O)C1C2=C(N(C(=C2CCC1)C(NC1=CC(=C(C=C1)F)Cl)=O)C)Cl.IC1=CC=C(C=C1)CCCC(=O)N